rac-tert-Butyl ({4-[1-hydroxypropan-2-yl]-2,5-dioxoimidazolidin-4-yl}methyl)carbamate OCC(C)C1(NC(NC1=O)=O)CNC(OC(C)(C)C)=O